FC1=CC=C(C=C1)C=1C(=NC2=CC(=CC(=C2N1)C(C)NC1=C(C(=O)O)C=CC=C1)C)C 2-((1-(3-(4-fluorophenyl)-2,7-dimethylquinoxalin-5-yl)ethyl)amino)benzoic acid